C(C)(C)(C)OC(=O)N(C(OC(C)(C)C)=O)C1=NN2C(C=C(C=C2)C2=C(C(=CC=C2)C=2C(=NN(C2)C(C)C2=CC=C(C=C2)F)Cl)F)=N1 tert-butyl (tert-butoxycarbonyl)(7-(3-(3-chloro-1-(1-(4-fluorophenyl)ethyl)-1H-pyrazol-4-yl)-2-fluorophenyl)-[1,2,4]triazolo[1,5-a]pyridin-2-yl)carbamate